didecyl-methyl-amine oxide C(CCCCCCCCC)[N+](C)(CCCCCCCCCC)[O-]